N,N,4-trimethyl-6-{4-[(2-phenyl-1,3-oxazol-5-yl)methyl]piperazin-1-yl}pyrimidin-2-amine CN(C1=NC(=CC(=N1)C)N1CCN(CC1)CC1=CN=C(O1)C1=CC=CC=C1)C